C(#N)C=1C=C(C(=O)OC)C=CC1C(F)(F)F methyl 3-cyano-4-trifluoromethylbenzoate